2-((7-methylimidazo[1,2-a]pyrimidin-2-yl)methyl)-5-phenyl-2,7-naphthyridin-1(2H)-one CC1=NC=2N(C=C1)C=C(N2)CN2C(C1=CN=CC(=C1C=C2)C2=CC=CC=C2)=O